4-acrylyl-morpholine C(C=C)(=O)N1CCOCC1